COC1=NC=C(C2=C1N=C(S2)NC(=O)N2CC1(CC2)CCOCC1)C1=CC(=CC=C1)OC 8-Oxa-2-aza-spiro[4.5]decane-2-carboxylic acid [4-methoxy-7-(3-methoxy-phenyl)-thiazolo[4,5-c]pyridin-2-yl]-amide